5-(2-fluoro-6-hydroxy-3-(1-((1s,4s)-4-methoxycyclohexyl)-1H-pyrazol-4-yl)phenyl)-1,2,5-thiadiazolidin-3-one 1,1-dioxide FC1=C(C(=CC=C1C=1C=NN(C1)C1CCC(CC1)OC)O)N1CC(NS1(=O)=O)=O